(piperazin-1-ylmethyl)benzaldehyde hydrochloride Cl.N1(CCNCC1)CC1=C(C=O)C=CC=C1